1-(2-(5-amino-4-((2-(dimethylamino)ethyl)(methyl)amino)-2-methoxyphenylamino)pyrimidin-4-yl)-3-(3-methylbut-2-enyl)-1H-benzo[d]imidazol-2(3H)-one NC=1C(=CC(=C(C1)NC1=NC=CC(=N1)N1C(N(C2=C1C=CC=C2)CC=C(C)C)=O)OC)N(C)CCN(C)C